C(C)OC1CC2(CCC(C1)N2CC2=CC=C(C=C2)OC)C2=CC=C(C(=O)OC)C=C2 Methyl 4-(3-ethoxy-8-(4-methoxybenzyl)-8-azabicyclo[3.2.1]octan-1-yl)benzoate